2-(4-(4-methyl-1-piperazinyl)anilino)-8-anilino-9-(3-piperidinyl)-9H-purine CN1CCN(CC1)C1=CC=C(NC2=NC=C3N=C(N(C3=N2)C2CNCCC2)NC2=CC=CC=C2)C=C1